ClC=1C=C(NC2=NC=NC3=CC=C(C=C23)[C@@H]2CN(CCC2)C(=O)OC(C)(C)C)C=CC1OCC1=NC=CN=C1 tert-butyl (3R)-3-[4-[3-chloro-4-(pyrazin-2-ylmethoxy)anilino]quinazolin-6-yl]piperidine-1-carboxylate